3-(2,2-difluorocyclopropoxy)aniline FC1(C(C1)OC=1C=C(N)C=CC1)F